FC1=CNC2=NC=C(C(=C21)C(C)OC=2C=C1C(=NNC1=CC2)C=2C=CC(=NC2)N2CC1(C2)CCN(CC1)C(C)=O)F 1-(2-(5-(5-(1-(3,5-difluoro-1H-pyrrolo[2,3-b]pyridin-4-yl)ethoxy)-1H-indazol-3-yl)pyridin-2-yl)-2,7-diazaspiro[3.5]nonan-7-yl)ethan-1-one